(1r,4r)-bicyclo[2.1.1]Hexane C12CCC(C1)C2